4-(2-(3-phenyl-1H-pyrazol-1-yl)pyrido[3,4-d]pyrimidin-4-yl)morpholine C1(=CC=CC=C1)C1=NN(C=C1)C=1N=C(C2=C(N1)C=NC=C2)N2CCOCC2